7-methyl-5-(trifluoromethyl)pyrazolo[1,5-a]Pyrimidine-3-carboxylic acid ethyl ester C(C)OC(=O)C=1C=NN2C1N=C(C=C2C)C(F)(F)F